C1(=CC=CC=C1)C1=CC(=CN1)B(O)O 5-PHENYL-PYRROL-3-YLBORONIC ACID